(E)-3-chloro-6-(4-(dimethyl-amino)but-2-enoyl)-4-(2-(1-ethyl-3-(trifluoromethyl)-1H-pyrazol-4-yl)phenyl)-4,5,6,7-tetrahydrothieno[2,3-c]pyridine-2-carbonitrile ClC1=C(SC=2CN(CC(C21)C2=C(C=CC=C2)C=2C(=NN(C2)CC)C(F)(F)F)C(\C=C\CN(C)C)=O)C#N